C12C(C3CC(CC(C1)C3)C2)[C@@H](C(=O)NC2=CC=C(C=C2)C=2C(=NNC2C)C)NC(=O)C=2N(N=CC2)CC N-[(1S)-1-(2-adamantyl)-2-[4-(3,5-dimethyl-1H-pyrazol-4-yl)anilino]-2-oxo-ethyl]-2-ethyl-pyrazole-3-carboxamide